6-(4-Chloro-phenyl)-pyrimidine-4-carboxylic acid pyrimidin-5-ylamide N1=CN=CC(=C1)NC(=O)C1=NC=NC(=C1)C1=CC=C(C=C1)Cl